piperazine-4-carboxylic acid-piperazine salt N1CCNCC1.N1CCN(CC1)C(=O)O